3-[(1R)-1-[2-[2-[2-[tert-Butyl(dimethyl)silyl]oxyethyl]imidazo[1,2-a]pyridin-6-yl]-3,6-dimethyl-4-oxo-chromen-8-yl]ethoxy]-6-chloro-pyridine-2-carboxamide [Si](C)(C)(C(C)(C)C)OCCC=1N=C2N(C=C(C=C2)C=2OC3=C(C=C(C=C3C(C2C)=O)C)[C@@H](C)OC=2C(=NC(=CC2)Cl)C(=O)N)C1